C(C1=CC=CC=C1)OC(=O)NCCCC[C@@H](C(NCCCCCC(OCC1=CC=CC=C1)=O)=O)NC(CN(CC(=O)O)CC(=O)O)=O (S)-11-(4-{[(benzyloxy)carbonyl]amino}butyl)-15-(carboxymethyl)-3,10,13-trioxo-1-phenyl-2-oxa-9,12,15-triazaheptadecan-17-oic acid